C12COCC(CC(C1)NC(=O)C1CNCCO1)N2 N-[3-oxa-9-azabicyclo[3.3.1]nonan-7-yl]morpholine-2-carboxamide